2-[4-(2-hydroxy-2-methylpropoxy)phenyl]-4-[2-(2,2,2-trifluoroethoxy)phenyl]-2,3-dihydro-1H-pyrrolo[3,4-c]pyridin-1-one OC(COC1=CC=C(C=C1)N1CC=2C(=NC=CC2C1=O)C1=C(C=CC=C1)OCC(F)(F)F)(C)C